C(C)(=O)OC=1[C@@]2(C(C(=C(C([C@@H]2C[C@@H]2CC3=C(C=CC(=C3C(C12)=O)OCCCC)N(C)C)N(C)C)OC(C)=O)C(NC(C)=O)=O)=O)OC(C)=O (4aS,11aR,12aS)-3-(N-Acetylcarbamoyl)-2,4a-diacetoxy-7-butoxy-1,10-bis(dimethylamino)-4,6-dioxo-1,4a,11,11a,12,12a-hexahydro-5-naphthacenyl acetate